C(C)N(C(C1=C(C=CC(=C1)F)OC1=C(N=CN=N1)N1CC2(CN(C2)[C@@H](C(C)C)CCCN[C@H](COC)C)CC1)=O)C(C)C N-Ethyl-5-fluoro-N-isopropyl-2-((5-(2-((R)-6-(((S)-1-methoxypropan-2-yl)amino)-2-methylhexan-3-yl)-2,6-diazaspiro[3.4]oct-6-yl)-1,2,4-triazin-6-yl)oxy)benzamide